OC=1C=C(C=CC1)C1=NC=2C(=C3C(=NC2)N(C=C3)S(=O)(=O)C3=CC=CC=C3)N1C1=CC=C(C#N)C=C1 4-(2-(3-hydroxyphenyl)-6-(phenylsulfonyl)imidazo[4,5-d]Pyrrolo[2,3-b]Pyridin-1(6H)-yl)benzonitrile